(phenyl)(biphenylyl)(carbazolyldimethylfluorenyl)amine C1(=CC=CC=C1)N(C1=C(C(=C(C=2C3=CC=CC=C3CC12)C1=CC=CC=2C3=CC=CC=C3NC12)C)C)C1=C(C=CC=C1)C1=CC=CC=C1